lithium bis(trifluorosulfimide) FN=S(F)F.FN=S(F)F.[Li]